tert-butyl (3S,4R)-4-hydroxy-3-((R)-5H-imidazo[5,1-a]isoindol-5-yl)piperidine-1-carboxylate O[C@H]1[C@@H](CN(CC1)C(=O)OC(C)(C)C)[C@H]1N2C(C3=CC=CC=C13)=CN=C2